Bis(methylcyclopentadienyl)magnesium CC1=[C-]CC=C1.CC1=[C-]CC=C1.[Mg+2]